5-bromo-3-chloro-2-methylisoquinolin-1(2H)-one BrC1=C2C=C(N(C(C2=CC=C1)=O)C)Cl